FC(C1=CC(=NC=C1)N1[C@H]([C@H](CC1)NS(=O)(=O)C)CO[C@@H]1CC[C@@H](CC1)C1=CC=CC=C1)F N-((2R,3S)-1-(4-(difluoromethyl)pyridin-2-yl)-2-((((CIS)-4-phenylcyclohexyl)oxy)methyl)pyrrolidin-3-yl)methanesulfonamide